BrC1=C(N(C)CC2CC2)C=C(C(=C1)S(=O)(=O)N1CCOCC1)F 2-bromo-N-(cyclopropylmethyl)-5-fluoro-N-methyl-4-(morpholine-4-sulfonyl)aniline